C1(=C(C=CC=C1)NC(=S)N[C@@H](CC1=CC=CC=C1)C(=O)O)C tolylaminothiocarbonyl-phenylalanine